N[C@@H](C)C1=NC(=NC=C1)N1C[C@H](N([C@H](C1)C)C(=O)OC(C)(C)C)C tert-butyl (2R,6S)-4-(4-((S)-1-aminoethyl)pyrimidin-2-yl)-2,6-dimethylpiperazine-1-carboxylate